6-chloro-N-[2-(2-fluorophenyl)pyridin-4-yl]Pyrimidin-4-amine ClC1=CC(=NC=N1)NC1=CC(=NC=C1)C1=C(C=CC=C1)F